(S)-N-(1-Amino-4-methylpentan-2-yl)-5-chloro-6,7-difluoro-1H-indole-2-carboxamide NC[C@H](CC(C)C)NC(=O)C=1NC2=C(C(=C(C=C2C1)Cl)F)F